1-(4-bromobutyl)pyrene 2-aminoethyl-(6-(trifluoromethoxy)benzo[d]thiazol-2-yl)carbamate NCCN(C(O)=O)C=1SC2=C(N1)C=CC(=C2)OC(F)(F)F.BrCCCCC2=CC=C1C=CC3=CC=CC4=CC=C2C1=C34